5-{(3S)-5-fluoro-7-hydroxy-3-[(3-methylbutyl)amino]-3,4-dihydro-2H-1-benzopyran-6-yl}-1λ6,2,5-thiadiazolidine-1,1,3-trione FC1=C(C(=CC2=C1C[C@@H](CO2)NCCC(C)C)O)N2CC(NS2(=O)=O)=O